(3S,4S)-3-(4-methanesulfonylphenoxymethyl)-4-methyl-1-{2-[3-(pentafluoro-λ6-sulfanyl)phenyl]ethyl}pyrrolidine CS(=O)(=O)C1=CC=C(OC[C@@H]2CN(C[C@H]2C)CCC2=CC(=CC=C2)S(F)(F)(F)(F)F)C=C1